C(C)(C)(C)OC(=O)NS(=O)(=O)N(C1CC2(CN(C2)C(=O)OC(C)(C)C)C1)C tert-butyl 6-((N-(tert-butoxycarbonyl)sulfamoyl)(methyl)amino)-2-azaspiro[3.3]heptane-2-carboxylate